BrC1=CC=2NC3=CC=C(C=C3C2C(=C1)C)Cl 2-bromo-6-chloro-4-methyl-9H-carbazole